Br[SiH]1CC[SiH2]CC1 1-bromo-1,4-disilacyclohexane